ClC=1C=C(C=NC1OC)CN1C2CN(CC1C2)C2=CC=C(C=N2)C2=NC1=CC=CC=C1C(=N2)NC2=NNC(=C2)C 2-(6-(6-((5-chloro-6-methoxypyridin-3-yl)methyl)-3,6-diazabicyclo[3.1.1]heptan-3-yl)pyridin-3-yl)-N-(5-methyl-1H-pyrazol-3-yl)quinazolin-4-amine